N1C(=S)NC(=S)C=C1 dithiouracil